C(C)(C)NC[C@@H](CO)O (S)-3-(isopropylamino)propane-1,2-diol